methyl 8-bromo-1-(3-fluoro-4-methylbenzyl)-5-hydroxy-2-oxo-2,3-dihydro-1H-benzo[b]azepine-4-carboxylate BrC=1C=CC2=C(N(C(CC(=C2O)C(=O)OC)=O)CC2=CC(=C(C=C2)C)F)C1